2-((3-(4-carbamoyl-1H-benzo[d]imidazol-2-yl)-4-chlorophenyl)amino)-7-cyclopentyl-N,N-dimethyl-7H-pyrrolo[2,3-d]pyrimidine-6-carboxamide C(N)(=O)C1=CC=CC=2NC(=NC21)C=2C=C(C=CC2Cl)NC=2N=CC1=C(N2)N(C(=C1)C(=O)N(C)C)C1CCCC1